N[C@@H](CC1=CC=CC=C1)C(=O)OCCCCCCC(C(C(C(C(C(F)(F)F)(F)F)(F)F)(F)F)(F)F)(F)F 7,7,8,8,9,9,10,10,11,11,12,12,12-Tridecafluorododecyl L-phenylalaninate